C(C)C(C(=O)[O-])CCCC.C(C)C(C(=O)[O-])CCCC.[Co+2] cobalt (II) bis(2-ethylhexanoate)